OCCOCCOCCN 2-{2-(2-hydroxyethoxy)ethoxy}ethylamine